2-[2-(aminomethyl)-3,3-difluoro-allyl]-4-[[5-(3-methylsulfonylphenyl)-2-thienyl]methyl]-1,2,4-triazol-3-one NCC(CN1N=CN(C1=O)CC=1SC(=CC1)C1=CC(=CC=C1)S(=O)(=O)C)=C(F)F